tridecyl-1-octanoate C(CCCCCCCCCCCC)OC(CCCCCCC)=O